2-methyl-1,2,3,4,10,10a-hexahydropyrido[4',3':4,5]pyrrolo[1,2-a]pyrazine CN1CC2N(CC1)C1=C(C2)C=CN=C1